C(#N)C=1N=NC(=CN1)C#N 3,6-dicyano-1,2,4-triazine